COC=1C=CC=C2C=NN(C3(C12)C(C1=CC=CC=C1C3=O)=O)C(C=C(C)C)=O 8'-Methoxy-2'-(3-methylbut-2-enoyl)-2'H-spiro[indene-2,1'-phthalazine]-1,3-dione